ClC1=CC(=C(CN2C(NC(C3=C2C=CN3)=O)=S)C=C1)[C@@H]1NCCOC1 (S)-1-(4-chloro-2-(morpholin-3-yl)benzyl)-2-thioxo-1,2,3,5-tetrahydro-4H-pyrrolo[3,2-d]pyrimidin-4-one